methyl 2-({3,5-di[(methoxymethyl)oxy]-4-isopropyl-phenyl}ethynyl)benzoate COCOC=1C=C(C=C(C1C(C)C)OCOC)C#CC1=C(C(=O)OC)C=CC=C1